1-(2-hydroxyethyl)piperazin-2-one OCCN1C(CNCC1)=O